NC/1=[N+](C(N\C1=N/O)C1=CC=C(C=C1)OCCCCCCCC)[O-] (Z)-4-amino-5-hydroxyimino-2-(4-n-octyloxyphenyl)-2,5-dihydro-1H-imidazole-3-oxide